CC1(OCC(O1)C12OC(C2(O1)C1OC(OC1)(C)C)(C)C)C 1,4-bis[2,2-dimethyl-1,3-dioxolan-4-yl]-3,3-dimethyl-2,5-dioxabicyclo[2.1.0]pentane